2-(2-((3R,4R)-3-amino-4-fluoropiperidin-1-yl)-5,6-difluoro-1H-benzo[d]imidazol-1-yl)-N-cyclopropyl-N-(1,1-dioxidotetrahydrothiophen-3-yl)acetamide N[C@@H]1CN(CC[C@H]1F)C1=NC2=C(N1CC(=O)N(C1CS(CC1)(=O)=O)C1CC1)C=C(C(=C2)F)F